OC(C(=O)O)CC1=CNC2=CC=C(C=C12)OC 2-hydroxy-3-(5-methoxy-1H-indol-3-yl)propionic acid